C1CNCCC=2NC=3C=CC=CC3C21 1,2,3,4,5,6-hexahydroazepino[4,5-b]indole